C(C=C)(=O)O.C(CCCCC)(O)O.C(CCCCC)(O)O dihexanediol acrylate